FC1=CC=C(C=C1)CC1=C(N=C(C(=N1)C(=O)O)C)NCCN1CCCC1 6-(4-fluorophenylmethyl)-3-methyl-5-((2-(pyrrolidin-1-yl)ethyl)amino)pyrazine-2-carboxylic acid